NC(C(=O)[O-])(C)C aminoisobutyric acid anion